3-methyl-6-oxo-2-[6-(trifluoromethyl)-3-pyridyl]-2,3-dihydro-1H-pyridine-5-carboxamide CC1C(NC(C(=C1)C(=O)N)=O)C=1C=NC(=CC1)C(F)(F)F